4-methyl-3-[3-(3-pyridinyl)pyrazol-1-yl]-N-[4-(trifluoromethyl)-2-pyridinyl]benzamide CC1=C(C=C(C(=O)NC2=NC=CC(=C2)C(F)(F)F)C=C1)N1N=C(C=C1)C=1C=NC=CC1